6-Chloro-1-[[2-(trimethylsilyl)ethoxy]methyl]pyrrolo[3,2-c]pyridine-2-carbaldehyde ClC1=CC2=C(C=N1)C=C(N2COCC[Si](C)(C)C)C=O